NC1=NC(=CC(=N1)C1=CCC(CC1)C[C@@H](C(=O)OCC)NC(=O)OC(C)(C)C)O[C@@H](C(F)(F)F)C1=C(C=C(C=C1)Cl)N1N=C(C=C1)C ethyl (2S)-3-(4-(2-amino-6-((R)-1-(4-chloro-2-(3-methyl-1H-pyrazole-1-yl)phenyl)-2,2,2-trifluoroethoxy)pyrimidine-4-yl)cyclohex-3-ene-1-yl)-2-((tert-butoxycarbonyl)amino)propanoate